C1=C(C=CC=2C3=CC=CC=C3CC12)N 9H-fluoren-2-amin